CNS(=O)(=O)C1(SC(=CC1)S(=O)(=O)N)C N2,2-dimethyl-thiophene-2,5-disulfonamide